COC1=C(C(=NC=C1C)CS(=O)C1=NC2=C(N1)C=CC(=C2)OC(C2=CC=C(C=C2)CCCC)=O)C 4-Butylbenzoic acid 2-(((4-methoxy-3,5-dimethylpyridin-2-yl) methyl) sulfinyl)-1H-benzo[d]imidazol-5-yl ester